2-(ethylamino)glycine C(C)NC(N)C(=O)O